(R)-3-(4-(3-(6-(8-(benzo[d]thiazol-2-ylcarbamoyl)-3,4-dihydroisoquinolin-2(1H)-yl)-2-(tert-butoxycarbonyl)pyridin-3-yl)-2-methylphenoxy)benzyl)-4,4,4-trifluorobutanoic acid S1C(=NC2=C1C=CC=C2)NC(=O)C=2C=CC=C1CCN(CC21)C2=CC=C(C(=N2)C(=O)OC(C)(C)C)C=2C(=C(OC1=CC=C(C[C@H](CC(=O)O)C(F)(F)F)C=C1)C=CC2)C